silver gallium selenide gallium [Ga].[Ga]=[Se].[Ag]